(2R,3S,5R)-5-(6-(4-(acetylthio)butanamido)-2-chloro-9H-purin-9-yl)-2-ethynyl-2-(hydroxymethyl)tetrahydrofuran-3-yl 3-(2-acetoxy-4,6-dimethyl phenyl)-3-methylbutanoate C(C)(=O)OC1=C(C(=CC(=C1)C)C)C(CC(=O)O[C@@H]1[C@](O[C@H](C1)N1C2=NC(=NC(=C2N=C1)NC(CCCSC(C)=O)=O)Cl)(CO)C#C)(C)C